CC1=CN=C(S1)C=1C=C(C(=O)N[C@H](C)C=2C=NC(=NC2)C(F)(F)F)C=C(C1)OC[C@H]1COCC1 3-(5-Methyl-1,3-thiazol-2-yl)-5-[(3R)-tetrahydrofuran-3-ylmethoxy]-N-[(1R)-1-[2-(trifluoromethyl)pyrimidin-5-yl]ethyl]benzamide